5-methyl-3-nitro-1H-pyrazole CC1=CC(=NN1)[N+](=O)[O-]